5-(cyclopropyloxy)-2-(4-{[(3R)-1-methylpiperidin-3-yl]amino}pyrido[3,4-d]pyridazin-1-yl)phenol C1(CC1)OC=1C=CC(=C(C1)O)C1=C2C(=C(N=N1)N[C@H]1CN(CCC1)C)C=NC=C2